C1(CC1)OC=1C(=CC2=CN(N=C2C1)[C@H]1[C@H](CC2(CNC2)CC1)C)C(=O)NC=1C=NN2C1N=CC=C2 |r| rac-6-cyclopropoxy-2-((6S,7R)-6-methyl-2-azaspiro[3.5]nonan-7-yl)-N-(pyrazolo[1,5-a]pyrimidin-3-yl)-2H-indazole-5-carboxamide